FC1=C(C(=CC=C1C1=CC(=NN1)CCCC(C)C)O)N1CC(NS1(=O)=O)=O 5-(2-fluoro-6-hydroxy-3-(3-(4-methylpentyl)-1H-pyrazol-5-yl)phenyl)-1,2,5-thiadiazolidin-3-one 1,1-dioxide